1-O-(cyclopropyl)-alpha-d-arabinopyranose C1(CC1)O[C@@H]1[C@@H](O)[C@H](O)[C@H](O)CO1